ClC1=C(C(=NN1C1=CC=CC=C1)C1=CC(=C(C=C1)F)F)C=O 5-CHLORO-3-(3,4-DIFLUOROPHENYL)-1-PHENYL-1H-PYRAZOLE-4-CARBOXALDEHYDE